1-(2,4-Dichloro-phenyl)-4-methyl-5-[4-(5-nitrooxy-pent-1-ynyl)-phenyl]-1H-pyrazole-3-carboxylic acid morpholin-4-ylamide N1(CCOCC1)NC(=O)C1=NN(C(=C1C)C1=CC=C(C=C1)C#CCCCO[N+](=O)[O-])C1=C(C=C(C=C1)Cl)Cl